CN(C1=CC=C(C=C1)C=CC(=O)C1=CC=C(C(=O)NO)C=C1)C 4-(3-(4-(dimethylamino)phenyl)acryloyl)-N-hydroxybenzoamide